(R)-tert-butyl (1-((6-cyano-1-cyclobutyl-1H-benzo[d]imidazol-2-yl)amino)-1-oxopropan-2-yl)(methyl)carbamate C(#N)C=1C=CC2=C(N(C(=N2)NC([C@@H](C)N(C(OC(C)(C)C)=O)C)=O)C2CCC2)C1